methyl 2-(1-(7-(6-((4-cyano-2-fluorobenzyl)oxy)pyridin-2-yl)-2,3-dihydrobenzofuran-4-yl)ethyl)-1-(((S)-oxetane-2-yl)methyl)-1H-benzo[d]imidazole-6-carboxylate C(#N)C1=CC(=C(COC2=CC=CC(=N2)C2=CC=C(C=3CCOC32)C(C)C3=NC2=C(N3C[C@H]3OCC3)C=C(C=C2)C(=O)OC)C=C1)F